(2S)-2-((2-((1-methoxy-3-methyl-1,3-dihydrobenzo[c][1,2]oxaborol-5-yl)amino)-5-(5-(pyridin-2-yl)-1,3,4-oxadiazol-2-yl)pyridin-4-yl)amino)-2-phenylethan-1-ol COB1OC(C2=C1C=CC(=C2)NC2=NC=C(C(=C2)N[C@H](CO)C2=CC=CC=C2)C=2OC(=NN2)C2=NC=CC=C2)C